C(CCCC(=O)OC1CC(CCC1C(C)C)C)(=O)OC1CC(CCC1C(C)C)C bis-menthyl glutarate